benzyldodecyl-bis(2-hydroxyethyl)ammonium chloride [Cl-].C(C1=CC=CC=C1)[N+](CCO)(CCO)CCCCCCCCCCCC